5-(1-isopropyl-2-methyl-1H-imidazo[4,5-b]pyridin-6-yl)-N-(tetrahydro-2H-pyran-4-yl)-7H-pyrrolo[2,3-d]pyrimidin-2-amine C(C)(C)N1C(=NC2=NC=C(C=C21)C2=CNC=1N=C(N=CC12)NC1CCOCC1)C